The molecule is a member of the class of furans used to treat peptic ulcer disease (PUD) and gastroesophageal reflux disease. It has a role as an anti-ulcer drug, a H2-receptor antagonist, an environmental contaminant, a xenobiotic and a drug allergen. It is a member of furans, a tertiary amino compound, a C-nitro compound and an organic sulfide. CN/C(=C\\[N+](=O)[O-])/NCCSCC1=CC=C(O1)CN(C)C